4-[4-(1,2,3,3a,4,6,7,7a-Octahydropyrrolo[3,2-c]pyridin-5-yl)-1-(4-cyclopropylphenyl)-6-oxopyrimidin-2-yl]-2-fluorobenzonitril N1CCC2CN(CCC21)C=2N=C(N(C(C2)=O)C2=CC=C(C=C2)C2CC2)C2=CC(=C(C#N)C=C2)F